C(C)(C)(C)OC(=O)NC(C(=O)OC)=CCC(C)(C)F methyl 2-(tert-butoxycarbonylamino)-5-fluoro-5-methyl-hex-2-enoate